C(=CC)N1CC(CCC1)C=1N=C(N2C(=NC=CC21)N)C2=CC=C(OC=1C=C(C(=O)O)C=CN1)C=C2 2-(4-(1-(1-propenylpiperidin-3-yl)-5-aminoimidazo[1,5-c]pyrimidin-3-yl)phenoxy)isonicotinic acid